2-(4-(4-acetylpiperazin-1-yl)phenylamino)-4-(4-chlorobenzyl-amino)pyrimidine-5-carboxamide C(C)(=O)N1CCN(CC1)C1=CC=C(C=C1)NC1=NC=C(C(=N1)NCC1=CC=C(C=C1)Cl)C(=O)N